(2S,3R,5S)-5-(4-amino-2-oxo-5-(thiophen-2-yl)pyrimidin-1(2H)-yl)-2-(((4-methylbenzoyl)oxy)methyl)tetrahydrofuran-3-yl 4-methylbenzoate CC1=CC=C(C(=O)O[C@H]2[C@@H](O[C@@H](C2)N2C(N=C(C(=C2)C=2SC=CC2)N)=O)COC(C2=CC=C(C=C2)C)=O)C=C1